(2-cyano-7-(2,4-dicyanophenyl)isoindolin-5-yl)methanesulfonamide C(#N)N1CC2=C(C=C(C=C2C1)CS(=O)(=O)N)C1=C(C=C(C=C1)C#N)C#N